(RS)-1-(7,8-dihydrobenzofuro[4,5-d]thiazol-2-yl)-4,4-dimethyl-5-(prop-1-yn-1-yl)imidazolidin-2-one N1=C(SC2=C1C=1CCOC1C=C2)N2C(NC([C@H]2C#CC)(C)C)=O |r|